C[NH+](C(COC(C1=CC(=C(C(=C1)OC)OC)OC)=O)(CC)C1=CC=CC=C1)C dimethyl-[2-phenyl-1-(3,4,5-trimethoxybenzoyl)oxybutan-2-yl]azanium